The molecule is a tetrapeptide composed of L-asparagine, L-leucine, L-phenylalanine and L-aspartic acid joined in sequence by peptide linkages. It has a role as a metabolite. It derives from a L-asparagine, a L-leucine, a L-phenylalanine and a L-aspartic acid. CC(C)C[C@@H](C(=O)N[C@@H](CC1=CC=CC=C1)C(=O)N[C@@H](CC(=O)O)C(=O)O)NC(=O)[C@H](CC(=O)N)N